N1=C(N=CC=C1)OC1=CC=C(C=C1)C1(CC1)C(=O)O 1-[4-(2-Pyrimidinyloxy)phenyl]cyclopropanecarboxylic acid